2,2-dimethyl-N-[4-(5-phenyl-1,3,4-oxadiazol-2-yl)phenyl]propanamide Methyl-(S)-2-((benzyloxy)methyl)-1-methylpyrrolidine-2-carboxylate COC(=O)[C@@]1(N(CCC1)C)COCC1=CC=CC=C1.CC(C(=O)NC1=CC=C(C=C1)C=1OC(=NN1)C1=CC=CC=C1)(C)C